2-amino-5-azidopentanoic acid NC(C(=O)O)CCCN=[N+]=[N-]